tert-Butyl 4-[4-[3-bromo-4-[[(4R)-2,2-dimethyl-1,3-dioxolan-4-yl]-(5-fluoro-2-pyridyl)methoxy]pyrazolo[1,5-a]pyridin-6-yl]-5-methyl-triazol-1-yl]piperidine-1-carboxylate BrC=1C=NN2C1C(=CC(=C2)C=2N=NN(C2C)C2CCN(CC2)C(=O)OC(C)(C)C)OC(C2=NC=C(C=C2)F)[C@@H]2OC(OC2)(C)C